tert-butyl (1R,5S)-3-[[6-[4-chloro-2-(methoxymethoxy)phenyl]pyridazin-3-yl]-methyl-amino]-1,5-dimethyl-8-azabicyclo[3.2.1]octane-8-carboxylate ClC1=CC(=C(C=C1)C1=CC=C(N=N1)N(C1C[C@]2(CC[C@@](C1)(N2C(=O)OC(C)(C)C)C)C)C)OCOC